2-(3-(2-((tert-butoxycarbonyl)(ethyl)amino)ethoxy)phenyl)acetic acid C(C)(C)(C)OC(=O)N(CCOC=1C=C(C=CC1)CC(=O)O)CC